dichlorophenylbiguanidine ClN(C(NNC(NC1=CC=CC=C1)=N)=N)Cl